C1(CC1)C#CC=1C=CC(NC1)=O 5-(cyclopropylethynyl)pyridin-2(1H)-one